Bis-(4-ethoxy-4-oxo-butan-2-yl)-tartrat C(C)OC(CC(C)C(C(C(=O)[O-])(O)C(C)CC(OCC)=O)(O)C(=O)[O-])=O